(2S,4R)-1-((S)-2-(7-(ethylamino)heptanamido)-3,3-dimethylbutanoyl)-4-hydroxy-N-((S)-1-(4-(4-methylthiazol-5-yl)phenyl)ethyl)pyrrolidine-2-carboxamide C(C)NCCCCCCC(=O)N[C@H](C(=O)N1[C@@H](C[C@H](C1)O)C(=O)N[C@@H](C)C1=CC=C(C=C1)C1=C(N=CS1)C)C(C)(C)C